1-[3-(dimethylamino)propyl]-N-(1-methylcyclopropyl)-3-(5-methyl-1,3,4-oxadiazol-2-yl)-2-oxo-benzimidazole-5-sulfonamide CN(CCCN1C(N(C2=C1C=CC(=C2)S(=O)(=O)NC2(CC2)C)C=2OC(=NN2)C)=O)C